C(C1=CC=CC=C1)C=1N(N=C2C1N=C(N=C2N(C)CC2=C(C=C(C=C2)OC)OC)Cl)COCC[Si](C)(C)C 3-benzyl-5-chloro-N-(2,4-dimethoxybenzyl)-N-methyl-2-((2-(trimethylsilyl)ethoxy)methyl)-2H-pyrazolo[4,3-d]pyrimidin-7-amine